ClC1=CC=C(CN2C(=NC3=C2C=CC=C3)NC(=O)NC3=CC(=CC=C3)C(F)(F)F)C=C1 1-(1-(4-chlorobenzyl)-1H-benzo[d]imidazol-2-yl)-3-(3-(trifluoromethyl)phenyl)urea